C(#N)C1=CC=C2C=C(N(C2=C1)CC1=CC=C(C=C1)C(F)(F)F)C(=O)NC=1C=CC(=NC1)NC(OC(C)(C)C)=O tert-Butyl (5-(6-cyano-1-(4-(trifluoromethyl)benzyl)-1H-indole-2-carboxamido)pyridin-2-yl)carbamate